5-[4-(difluoromethoxy)-3-phenyl-phenyl]-N-[3-(1,1-difluoropropyl)phenyl]-3-methyl-pyrazine-2-carboxamide FC(OC1=C(C=C(C=C1)C=1N=C(C(=NC1)C(=O)NC1=CC(=CC=C1)C(CC)(F)F)C)C1=CC=CC=C1)F